CN1C(N(C2=C3C(=NC=C21)NC(=C3)C3=CC=C(C=C3)CN3CCC(CC3)S(=O)(=O)C)C3=CC=CC=C3)=O 3-methyl-7-(4-((4-(methylsulfonyl)piperidin-1-yl)methyl)phenyl)-1-phenyl-3,6-dihydroimidazo[4,5-d]pyrrolo[2,3-b]pyridin-2(1H)-one